C(CCC)OC(=O)C(\C(=C/C)\C)C(=O)OCCCC (Z)-2-Methyl-but-2-enedicarboxylic acid dibutyl ester